tert-butyl (R)-1,4,5-trimethyl-2-oxo-1,2,5,7-tetrahydro-6H-pyrrolo[3,4-b]pyridine-6-carboxylate CN1C2=C(C(=CC1=O)C)[C@H](N(C2)C(=O)OC(C)(C)C)C